N1C(=CC2=CC=CC=C12)C1=NNC2=CC=CC=C12 3-(1H-indol-2-yl)-1H-indazole